4-(2-pyridinyl)-benzaldehyde N1=C(C=CC=C1)C1=CC=C(C=O)C=C1